CN1C(CCC1)CCN(CCC(=O)OCC(CCCCCCCCCC)CCCCCCCC)CCC(=O)OCC(CCCCCCCCCC)CCCCCCCC bis(2-octyldodecyl) 3,3'-((2-(1-methylpyrrolidin-2-yl)ethyl)azanediyl)-dipropionate